CN(C=1SC2=C(N1)SC(=N2)C2=NC=C(C=C2O)C2=CN=NC=C2)C2CCNCC2 2-{5-[Methyl(piperidin-4-yl)amino][1,3]thiazolo[5,4-d][1,3]thiazol-2-yl}-5-(pyridazin-4-yl)pyridin-3-ol